N-(1-(4-(1,1-difluoroethyl)pyrimidin-2-yl)-3-(3,4-dimethylpiperazin-1-yl)-1H-pyrazolo[4,3-c]pyridin-6-yl)acetamide FC(C)(F)C1=NC(=NC=C1)N1N=C(C=2C=NC(=CC21)NC(C)=O)N2CC(N(CC2)C)C